FC(OC=1C=CC(=C2C(=NNC12)N)C)F 7-(Difluoromethoxy)-4-methyl-1H-indazol-3-amine